C1(=CC=CC=C1)[Si](OCC)(OCC)OCC PHENYLTRIETHOXYSILANE